(S)-N-(butanoyl)phenylpropionamido-D-leucine borate B(O)(O)O.C(CCC)(=O)N([C@@H](CC(C)C)C(=O)O)NC(CCC1=CC=CC=C1)=O